ClC=1C=C(CN2C[C@@H](CC2)CNC(OC(C)(C)C)=O)C=C(C1OCC)Cl tert-butyl (S)-((1-(3,5-dichloro-4-ethoxybenzyl)pyrrolidin-3-yl)methyl)carbamate